8-methoxy-3,4-dihydro-2H-benzoxazine COC1=CC=CC=2CCNOC21